Methyl 2-(((5Z,8Z,11Z,14Z,17Z)-icosa-5,8,11,14,17-pentaen-1-yl)oxy)butanoate C(CCC\C=C/C\C=C/C\C=C/C\C=C/C\C=C/CC)OC(C(=O)OC)CC